BrC=1C=CC=2N(C1)C=C(N2)NC(=O)[C@@H]2CN(CC2)C(=O)OC(C)(C)C tert-butyl (S)-3-((6-bromoimidazo[1,2-a]pyridin-2-yl)carbamoyl)pyrrolidine-1-carboxylate